OC=1C(=C2CC[C@@](OC2=C(C1C)C)(C(=O)O)C)C R-6-hydroxy-2,5,7,8-tetramethyl-chroman-2-carboxylic acid